CNC1CCCC=2NC(C3=CC=CC=C3C12)=O 1-(methylamino)-2,3,4,5-tetrahydro-1H-phenanthridin-6-one